2-[4-Chloro-6-(acetamidomethyl)pyridin-2-yl]-N-ethyl-5-fluoro-N-(isopropyl)benzamide ClC1=CC(=NC(=C1)CNC(C)=O)C1=C(C(=O)N(C(C)C)CC)C=C(C=C1)F